tert-Butyl N-[(3R)-1-propyl-3-piperidyl]carbamate C(CC)N1C[C@@H](CCC1)NC(OC(C)(C)C)=O